2,4-dimethyl-3-cyclohexylformaldehyde CC1CCCC(C1C=O)C